C(C)C1=C(N=C(C(=N1)C(=O)N)NC1=CC(=NC=C1)CCNC(CNC)=O)CC(C)C 6-ethyl-5-isobutyl-3-((2-(2-(2-(methylamino)acetamido)ethyl)pyridin-4-yl)amino)pyrazine-2-carboxamide